1-tert-butoxycarbonyl-4-piperidinacetic acid C(C)(C)(C)OC(=O)N1CCC(CC1)CC(=O)O